dioleoyl-phosphorylethanolamine C(CCCCCCC\C=C/CCCCCCCC)(=O)P(=O)(C(CCCCCCC\C=C/CCCCCCCC)=O)C(O)CN